NC=1C(=NON1)N1N=NC(=C1)C(=O)N/N=C/C1=CC=CC2=C(C=CC=C12)F (E)-1-(4-amino-1,2,5-oxadiazol-3-yl)-N'-((5-fluoronaphthalen-1-yl)methylene)-1H-1,2,3-triazole-4-carbohydrazide